4-acetyl-3-hydroxy-2-propylphenyl (dimethylamino)methanethioate CN(C)C(OC1=C(C(=C(C=C1)C(C)=O)O)CCC)=S